BrC1=C(C(C(=O)OC(C2=CC(C(=O)OC(C=3C(O)=C(C=C(C3)Br)Br)=O)=CC(C(=O)OC(C=3C(O)=C(C=C(C3)Br)Br)=O)=C2)=O)=CC(=C1)Br)O trimesoyl tris(3,5-dibromosalicylate)